N-((4-cyano-3-fluoro-2,6-diisopropylphenyl)carbamoyl)-4-(hydroxymethyl)-2-(2-hydroxypropan-2-yl)thiazole-5-sulfonimidamide C(#N)C1=C(C(=C(C(=C1)C(C)C)NC(=O)NS(=O)(=N)C1=C(N=C(S1)C(C)(C)O)CO)C(C)C)F